FC1(CCC(CC1)CN1N=C(C(=C1)C(F)(F)F)C(F)F)F 1-((4,4-difluorocyclohexyl)methyl)-3-(difluoromethyl)-4-(trifluoromethyl)-1H-pyrazole